ClC1=C(C=NC2=CC=C(C=C12)Cl)[N+](=O)[O-] 4,6-dichloro-3-nitroquinoline